deoxy-5-methyluridine-5'-triphosphate P(O)(=O)(OP(=O)(O)OP(=O)(O)O)OC[C@@H]1[C@H](C[C@@H](O1)N1C(=O)NC(=O)C(=C1)C)O